NC1=NC(=C(C=C1C=1C=C2CCNC(C2=CC1)=O)C1=CC=C(C=C1)C1CN(CC1)CC)F 6-(2-amino-5-(4-(1-ethylpyrrolidin-3-yl)phenyl)-6-fluoropyridin-3-yl)-3,4-dihydroisoquinolin-1(2H)-one